(S)-tert-butyl (1-(4-iodo-6-methylpyridin-2-yl)pyrrolidin-3-yl)carbamate IC1=CC(=NC(=C1)C)N1C[C@H](CC1)NC(OC(C)(C)C)=O